OC(CCC)=O oxapentan-2-one